FC=1C=CC(=NC1)SC=1C=2N(C=C(C1)C=1C=NN(C1C)C1CCC(CC1)O)N=CC2C#N 4-((5-fluoropyridin-2-yl)thio)-6-(1-((1s,4s)-4-hydroxycyclohexyl)-5-methyl-1H-pyrazol-4-yl)pyrazolo[1,5-a]pyridine-3-carbonitrile